3-(3-(Methoxymethyl)-6-(2-methyl-1-oxo-1,2,3,4-tetrahydroisoquinolin-7-yl)-7-oxo-4,5,6,7-tetrahydro-1H-pyrazolo[3,4-c]pyridin-1-yl)-2-methylbenzonitrile COCC1=NN(C=2C(N(CCC21)C2=CC=C1CCN(C(C1=C2)=O)C)=O)C=2C(=C(C#N)C=CC2)C